ClC1=CC=C2C=CC=NC2=C1C=1C(=NC=C(N1)OC)S(=O)(=O)N (7-chloroquinolin-8-yl)-5-methoxypyrazine-2-sulfonamide